FC1=C(C=C(C=C1)OC1=NC=C(C=C1)C(F)(F)F)NC(=O)[C@H]1N(C(OC1)=O)C (S)-N-(2-Fluoro-5-((5-(trifluoromethyl)pyridin-2-yl)oxy)phenyl)-3-methyl-2-oxooxazolidine-4-carboxamide